FC=1C=C(OCC2OC3=C(C2)C(=CC=C3)OCOC)C=CC1F ((3,4-Difluorophenoxy)methyl)-4-(methoxymethoxy)-2,3-dihydrobenzofuran